2-(3,5-dihydroxyphenyl)-3-(4-hydroxyphenyl)-4,6-dihydroxyindanone phosphate P(=O)(O)(O)O.OC=1C=C(C=C(C1)O)C1C(C2=CC(=CC(=C2C1C1=CC=C(C=C1)O)O)O)=O